disodium oleate sulfosuccinate S(=O)(=O)(O)C(C(=O)[O-])CC(=O)[O-].C(CCCCCCC\C=C/CCCCCCCC)(=O)O.[Na+].[Na+]